C(C)C(CO)CCC(C)O 2-ethyl-1,5-hexanediol